4-Piperidinemethanol N1CCC(CC1)CO